(R)-3-Phenyl-2-{3-[3-(4-trifluoromethoxy-benzyl)-3H-imidazo[4,5-b]pyridin-2-yl]-propionylamino}-propionic acid C1(=CC=CC=C1)C[C@H](C(=O)O)NC(CCC1=NC=2C(=NC=CC2)N1CC1=CC=C(C=C1)OC(F)(F)F)=O